(2,3,4,5,6-pentafluorophenoxycarbonyl)-1H-indole-5-carbonylphosphonic acid FC1=C(OC(=O)N2C=CC3=CC(=CC=C23)C(=O)P(O)(O)=O)C(=C(C(=C1F)F)F)F